3-{2-[6-(2,5-dioxo-2,5-dihydro-pyrrol-1-yl)-hexylamino]-acetylamino}-4-(3-methyl-2-nitro-3H-imidazol-4-yl-methoxy)-benzyl carbonate C(OCC1=CC(=C(C=C1)OCC=1N(C(=NC1)[N+](=O)[O-])C)NC(CNCCCCCCN1C(C=CC1=O)=O)=O)([O-])=O